(S)-2-((1-(2-chloro-6-fluorobenzyl)-3,4-dimethyl-2-oxo-1,2,3,4-tetrahydroquinazoline-7-carboxamido)methyl)-5-fluorophenyl dihydrogen phosphate P(=O)(OC1=C(C=CC(=C1)F)CNC(=O)C1=CC=C2[C@@H](N(C(N(C2=C1)CC1=C(C=CC=C1F)Cl)=O)C)C)(O)O